N-(1-(4-cyano-1-(5-cyanopyridin-2-yl)-1H-pyrazol-5-yl)ethyl)-N-methyl-3,5-bis(trifluoromethyl)benzamide C(#N)C=1C=NN(C1C(C)N(C(C1=CC(=CC(=C1)C(F)(F)F)C(F)(F)F)=O)C)C1=NC=C(C=C1)C#N